OC(=O)C(F)(F)F.FC1(CCN(CC1)C(CC)=O)C(C1=CC=C(C=C1)C1=CC=C2C=CC=NC2=C1C)OCCOC 1-(4-Fluoro-4-{(2-methoxyethoxy)-[4-(8-methyl-quinolin-7-yl)-phenyl]-methyl}-piperidin-1-yl)-propan-1-one TFA salt